COC1=CC=C(CN(C2=CC(=C(C(=N2)C2=C3C(=C4C(NC(NC4=C2F)=O)=O)N(CC3)CCN3C(C2=CC=CC=C2C3=O)=O)C(F)(F)F)C)CC3=CC=C(C=C3)OC)C=C1 4-(6-(bis(4-methoxybenzyl)amino)-4-methyl-3-(trifluoromethyl)pyridin-2-yl)-1-(2-(1,3-dioxoisoindol-2-yl)ethyl)-5-fluoro-1,2,3,6-tetrahydro-7H-pyrrolo[2,3-f]quinazoline-7,9(8H)-dione